azaspiro[3.4]octan-6-one N1CCC12CC(CC2)=O